(methylenebis(4,1-phenylene)bis(azamethylene))bis(methylmethylene)bis(2-methoxyphenol) C(C1=CC=C(C=C1)NC(C)C=1C(=C(C=CC1)O)OC)C1=CC=C(C=C1)NC(C)C=1C(=C(C=CC1)O)OC